1-[2-[4-[[Dimethyl(oxo)-λ6-sulfanylidene]amino]-3-fluoro-anilino]-5-methyl-pyrimidin-4-yl]-3-methyl-indol-5-amine CS(=O)(C)=NC1=C(C=C(NC2=NC=C(C(=N2)N2C=C(C3=CC(=CC=C23)N)C)C)C=C1)F